C12CN(CC(CC1)N2)C2=NC(=NC1=C(C(=C(C=C21)Cl)C2=CC=C(C1=C2N=C(S1)N)F)F)OCC1(CC1)CN1CCCC1 4-(4-(3,8-diazabicyclo-[3.2.1]-octan-3-yl)-6-chloro-8-fluoro-2-((1-(pyrrolidin-1-ylmethyl)cyclopropyl)meth-oxy)quinazolin-7-yl)-7-fluorobenzo[d]thiazol-2-amine